FC=1C(=C(C=CC1)C(=O)N1[C@@H]2[C@@H](C[C@H](C1)C2)OC2=NC=CC=C2C(F)(F)F)C2=NC=CC=N2 (3-fluoro-2-(pyrimidin-2-yl)phenyl)((1S,4R,6R)-6-((3-(trifluoromethyl)pyridin-2-yl)oxy)-2-azabicyclo[2.2.1]heptan-2-yl)methanone